3,3-bis(4-hydroxyphenyl)-1(3H)-isobenzofuranone OC1=CC=C(C=C1)C1(OC(C2=CC=CC=C12)=O)C1=CC=C(C=C1)O